OC(CCCCCCCC(=O)O)CCCCCCCCCCCCC 9-Hydroxy-docosanoic acid